NC(C)C1=CC=C(C=C1)NC1=NC=NC2=CC(=C(C=C12)OCCCN(CCCC)CCCC)OC 4-[4-(1-aminoethyl)phenylamino]-7-methoxy-6-(3-(dibutylamino)propoxy)quinazoline